4-acetyloxainine C(C)(=O)C1=CCOC=C1